2-[2-[2-[2-[2-[2-[[2-[4-[6-(di-methylamino)pyridin-3-yl]phenyl]-1,3-benzothiazol-6-yl]amino]ethoxy]ethoxy]ethoxy]ethoxy]-ethoxy]ethanoic acid CN(C1=CC=C(C=N1)C1=CC=C(C=C1)C=1SC2=C(N1)C=CC(=C2)NCCOCCOCCOCCOCCOCC(=O)O)C